3-amino-4-((4-((tert-butyldiphenylsilyl)oxy)phenethyl)amino)-5-methoxybenzamide NC=1C=C(C(=O)N)C=C(C1NCCC1=CC=C(C=C1)O[Si](C1=CC=CC=C1)(C1=CC=CC=C1)C(C)(C)C)OC